methyl 3-((1R,3R)-6-fluoro-1-(5-fluoro-2-(2-((3-fluoropropyl)(methyl)amino)ethoxy)-3-methylpyridin-4-yl)-3-methyl-1,3,4,9-tetrahydro-2H-pyrido[3,4-b]indol-2-yl)propanoate FC=1C=C2C3=C(NC2=CC1)[C@H](N([C@@H](C3)C)CCC(=O)OC)C3=C(C(=NC=C3F)OCCN(C)CCCF)C